CC1N(CCOC1)C=1C=2N(C=CC1)C(=C(N2)C(=O)NCCC)[N+](=O)[O-] 8-(3-methylmorpholinyl)-3-nitro-N-propylimidazo[1,2-a]pyridine-2-carboxamide